O=C1OCC2=CC=C(C=C12)C1=CNC2=NC=C(C=C21)C=2C=C1CCOCC1=C(C2)[C@H]2N(CCC2)C(=O)OC(C)(C)C tert-butyl (S)-2-(6-(3-(3-oxo-1,3-dihydroisobenzofuran-5-yl)-1H-pyrrolo[2,3-b]pyridin-5-yl)isochroman-8-yl)pyrrolidine-1-carboxylate